C(C)N(CCOC1=CC=C(C=C1)C1=NC=C(C(=N1)NCC1=C(C=C(C=C1)F)F)F)CC 2-[4-[2-(diethylamino)ethoxy]phenyl]-N-[(2,4-difluorophenyl)methyl]-5-fluoropyrimidin-4-amine